ClC=1C=C(C=C(C1)Cl)C1=CC=NC=2N1N=C(C2C=2OC1=C(N2)C=C(C=C1)SC(F)(F)F)SCC 2-(7-(3,5-dichlorophenyl)-2-(ethylthio)pyrazolo[1,5-a]pyrimidin-3-yl)-5-((trifluoromethyl)thio)benzo[d]oxazole